C[SiH2]O[Si](O[Si](C1=CC=CC=C1)(C)C)(C)C pentamethylphenyl-trisiloxane